tert-Butyl 11,11-difluoro-8-methylene-3,4,8,9,10,11-hexahydro-1H-pyrido[4',3':3,4]pyrazolo[1,5-a]azepine-2(7H)-carboxylate FC1(C=2N(CC(CC1)=C)N=C1C2CN(CC1)C(=O)OC(C)(C)C)F